NC1=C(C2=C(C(N1C1=C3C=NNC3=CC=C1Cl)=O)C(=C(S2)CC)C)C(=O)N (S)-6-amino-5-(5-chloro-1H-indazol-4-yl)-2-ethyl-3-methyl-4-oxo-4,5-dihydrothieno[3,2-c]pyridine-7-carboxamide